O=C1NC2=CC=C(C=C2C1)C1=CC=C(C=C1)CCCC(=O)NC=1C=NC=CC1 4-(4-(2-oxoindolin-5-yl)phenyl)-N-(pyridin-3-yl)butanamide